C(CC1=CC=CC=C1)C1OC2=CC(=CC=C2C(C1)=O)C(F)(F)F 2-phenethyl-7-(trifluoromethyl)chroman-4-one